C(C)OC(C(=CNCC1=CC=C(C=C1)OC)C(=O)C1=NC=CC(=C1Cl)Cl)=O 2-(3,4-dichloropyridine-2-carbonyl)-3-[(4-methoxyphenyl)methylamino]2-propenoic acid ethyl ester